C(C)OC(C(C(C(=O)OCC)C1CCCC1)(C#N)C(C)C)=O diethyl-2-isopropyl-3-cyclopentyl-2-cyanosuccinate